N-(2-(6-azaspiro[2.5]octan-6-yl)-4-(trifluoromethyl)phenyl)-2-(4-((1-(2-(2,6-dioxopiperidin-3-yl)-1,3-dioxoisoindolin-5-yl)azetidin-3-yl)ethynyl)-1H-pyrazol-1-yl)-2-methylpropanamide C1CC12CCN(CC2)C2=C(C=CC(=C2)C(F)(F)F)NC(C(C)(C)N2N=CC(=C2)C#CC2CN(C2)C=2C=C1C(N(C(C1=CC2)=O)C2C(NC(CC2)=O)=O)=O)=O